C(CCCCCCCCCCCCCCCCC)(=O)O.CC(OCC(OC(C)=O)COC(C)=O)=O triacetin monostearate